3-[3-methyl-2-oxo-4-(3-[[5-(prop-2-yn-1-yloxy)pentyl]oxy]prop-1-yn-1-yl)-1,3-benzodiazol-1-yl]piperidine-2,6-dione CN1C(N(C2=C1C(=CC=C2)C#CCOCCCCCOCC#C)C2C(NC(CC2)=O)=O)=O